FC1=C(C=CC(=C1)F)S(=O)(=O)NC=1C(=NC=C(C1)C=1SC=2N=CN=C(C2N1)N1CCCC1)OC 2,4-difluoro-N-(2-methoxy-5-(7-(pyrrolidin-1-yl)thiazolo[5,4-d]pyrimidin-2-yl)pyridin-3-yl)benzenesulfonamide